C(C)(C)C1=C(C=CC=C1)[C@H]1N(CCN(C1)CC=1C=C(C2=C(C=CO2)C1)OC)C1CC2(C1)CCNCC2 (R)-2-(2-(2-isopropylphenyl)-4-((7-methoxybenzofuran-5-yl)methyl)piperazin-1-yl)-7-azaspiro[3.5]nonane